1-pentadecanoyl-2-(9Z,12Z,15Z-octadecatrienoyl)-glycero-3-phosphoserine CCCCCCCCCCCCCCC(=O)OC[C@H](COP(=O)(O)OC[C@@H](C(=O)O)N)OC(=O)CCCCCCC/C=C\C/C=C\C/C=C\CC